OC(=O)C(F)(F)F.C[C@H]1[C@]2(CNC[C@H]12)C1=NOC2(CC2)C1 6-[(1R,5S,6r)-6-methyl-3-azabicyclo[3.1.0]hex-5-yl]-4-oxa-5-azaspiro[2.4]hept-5-ene TFA salt